D-aspartic acid-4-benzyl ester C(C1=CC=CC=C1)OC(C[C@@H](N)C(=O)O)=O